N-(2-methoxyethyl)-N-methylbenzamide COCCN(C(C1=CC=CC=C1)=O)C